FC1=C(C=CC(=C1)F)C=1C(=NN2C1N=C(C=C2O)C2=CC=C(C=C2)N(C)C)C.[K] Potassium 3-(2,4-difluorophenyl)-5-(4-(dimethylamino)phenyl)-2-methylpyrazolo[1,5-a]pyrimidin-7-ol